S1N=CC2=C1C=C(C=C2)S(=O)(=O)C=2C=CC(=C1C(N(C(NC21)=O)O)=O)Cl 8-(Benzoisothiazol-6-ylsulfonyl)-5-chloro-3-hydroxyquinazoline-2,4(1H,3H)-dione